Cl.N1(CCCCC1)CC1=CC=C(O1)C=1C=C2C(=NNC2=CC1)C(=O)NC1=CC=NC=C1 5-(5-(Piperidin-1-ylmethyl)furan-2-yl)-N-(pyridin-4-yl)-1H-indazole-3-carboxamide hydrochloride